BrC=1C(=C(C=CC1)N1C(C(N(CC1)C(=O)OC(C)(C)C)C)=O)[N+](=O)[O-] tert-butyl 4-(3-bromo-2-nitrophenyl)-2-methyl-3-oxopiperazine-1-carboxylate